ClC=1C=C(C=C2C=C(NC12)C(=O)N1CC2(CC1C(=O)N[C@@H](C[C@H]1C(NCC1)=O)C#N)CCCCC2)OC 2-(7-chloro-5-methoxy-1H-indole-2-carbonyl)-N-[(1S)-1-cyano-2-[(3S)-2-oxopyrrolidin-3-yl]ethyl]-2-azaspiro[4.5]decane-3-carboxamide